1,3-thiazol-4-carboxamid S1C=NC(=C1)C(=O)N